C(N)(OCC1=NC=C(C=C1Cl)Br)=O [(5-bromo-3-chloropyridin-2-yl)methyl] carbamate